(4-(4-(3H-imidazo[4,5-b]pyridin-7-yl)-1H-pyrazol-1-yl)phenyl)-2-morpholinoacetonitrile N1=CNC2=NC=CC(=C21)C=2C=NN(C2)C2=CC=C(C=C2)C(C#N)N2CCOCC2